N1(N=NC=C1)C[C@H]1CN(C(O1)=O)C1=CC(=C(C=C1)N1CCN(CC1)C1COC1)F (R)-5-((1H-1,2,3-triazol-1-yl)methyl)-3-(3-fluoro-4-(4-(oxetan-3-yl)piperazin-1-yl)phenyl)oxazolidin-2-one